4-(1-{2-methyl-3-oxo-[1,2,4]triazolo[4,3-a]pyridin-7-yl}cyclopropyl)benzohydrazide CN1N=C2N(C=CC(=C2)C2(CC2)C2=CC=C(C(=O)NN)C=C2)C1=O